O=C1N(C=C(C=C1)NC(C1=CC(=CC=C1)C=1SC=CC1)=O)CC(=O)OC(C)(C)C 1-Tert-butyl 2-(2-oxo-5-(3-(thiophen-2-yl)benzamido)pyridin-1(2H)-yl)acetate